4-[4-cyano-8-(4-fluoro-phenyl)-3-hydroxy-quinolin-2-yl]-4-oxo-butyric acid ethyl ester C(C)OC(CCC(=O)C1=NC2=C(C=CC=C2C(=C1O)C#N)C1=CC=C(C=C1)F)=O